[Ni].C[Sn](C1=CC=C(S1)CCCCCCC=1SC(=CC1)[Sn](C)(C)C)(C)C 1,6-bis(5-(trimethylstannyl)thiophen-2-yl)hexane Nickel